C(CCCC)OC(CCCC(=O)OCCCCC)=O.C(C)OC(CCC(=O)OCC)=O.NC1=CC=CC(=N1)N1C(CCCC1)=O 1-(6-Aminopyridin-2-yl)piperidin-2-one diethyl-succinate dipentyl-glutarate